4-((2S,3R)-3-(2,4-difluorophenyl)-3-hydroxy-4-(1H-1,2,4-triazol-1-yl)butan-2-yl)-5-fluoropyrimidin-1-ium (E)-4-((1,3-bis(dodecanoyloxy)propan-2-yl)oxy)-4-oxobut-2-enoate C(CCCCCCCCCCC)(=O)OCC(COC(CCCCCCCCCCC)=O)OC(/C=C/C(=O)[O-])=O.FC1=C(C=CC(=C1)F)[C@]([C@@H](C)C1=NC=[NH+]C=C1F)(CN1N=CN=C1)O